The molecule is an amino disaccharide consisting of N-acetylglucosamine having an N-acetylgalactosaminyl resiude attached at the 4-position via a beta-linkage. It has a role as an epitope. CC(=O)N[C@@H]1[C@H]([C@H]([C@H](O[C@H]1O[C@@H]2[C@H](OC([C@@H]([C@H]2O)NC(=O)C)O)CO)CO)O)O